ClC1=NC(=CC=C1C#N)Cl 2,6-dichloro-3-cyanopyridine